FC1=C(C=CC=C1N1C(C2=CC=CC(=C2C1)C(F)(F)F)=O)/C(=C/C(=O)[O-])/C (E)-3-[2-fluoro-3-[1-oxo-4-(trifluoromethyl)isoindolin-2-yl]phenyl]but-2-enoate